(6-fluoro-1-methyl-[1,2,4]triazolo[4,3-a]quinazolin-5-yl)-6-[2-[1-(trifluoromethyl)cyclopropyl]ethynyl]-3,5-dihydro-2H-4,1-benzoxazepine FC1=C2C(=NC=3N(C2=CC=C1)C(=NN3)C)C3NC1=C(COC3)C(=CC=C1)C#CC1(CC1)C(F)(F)F